2-(9,9-dimethylfluoren-2-yl)-4,6-bis(4'-phenyl-1,1'-biphenyl-3-yl)-1,3,5-triazine CC1(C2=CC=CC=C2C=2C=CC(=CC12)C1=NC(=NC(=N1)C=1C=C(C=CC1)C1=CC=C(C=C1)C1=CC=CC=C1)C=1C=C(C=CC1)C1=CC=C(C=C1)C1=CC=CC=C1)C